ClC1=C(C=C(C=C1)F)N1C=C(C(C2=CC(=C(C=C12)N1[C@H](CCC1)COC1=NC=CC=C1)F)=O)C(=O)O (R)-1-(2-chloro-5-fluorophenyl)-6-fluoro-4-oxo-7-(2-((pyridin-2-yloxy)methyl)pyrrolidin-1-yl)-1,4-dihydro-quinoline-3-carboxylic acid